methyl (Z)-2-azido-3-(2-bromo-4-cyclopropyl-phenyl)prop-2-enoate N(=[N+]=[N-])\C(\C(=O)OC)=C/C1=C(C=C(C=C1)C1CC1)Br